[N+](=O)([O-])C=1C(=C2C=3C=CC=CC3C3=C(C2=CC1)C=CC=C3)[N+](=O)[O-] dinitrobenzophenanthrene